pyrido[2,3-d]pyrimidinal N1=C(N=CC2=C1N=CC=C2)C=O